C(C)(C)(C)OC(NC[C@@H](COS(=O)(=O)C)O[Si](C)(C)C(C)(C)C)=O N-[(2S)-2-[(tert-butyldimethylsilyl)oxy]-3-(methylsulfonyloxy)propyl]-carbamic acid tert-butyl ester